CN([C@@H](CC=1C=C2C=NNC2=CC1)C1(CC1)N)C (S)-1-(1-(dimethylamino)-2-(1H-indazol-5-yl)ethyl)cyclopropylamine